3-epoxycyclopentylcyclopentyl ether C12(C(CCC1)O2)C2CC(CC2)OC2CC(CC2)C21C(CCC2)O1